N-(6-(2-fluoro-4-((4-(trifluoromethyl)piperidin-1-yl)methyl)phenyl)quinolin-4-yl)benzo[d]thiazol-5-amine FC1=C(C=CC(=C1)CN1CCC(CC1)C(F)(F)F)C=1C=C2C(=CC=NC2=CC1)NC=1C=CC2=C(N=CS2)C1